N1N=CC(=C1)CCNC1=NC(=NC(=C1C)C)C(=O)NC(C)C1=C(C=NC=C1)F 4-((2-(1H-pyrazol-4-yl)ethyl)amino)-N-(1-(3-fluoropyridin-4-yl)ethyl)-5,6-dimethylpyrimidine-2-carboxamide